Methyl (Z)-1-(4-amino-2-fluorobut-2-en-1-yl)-4-(3-((3,3-difluoropyrrolidin-1-yl)sulfonyl)phenyl)-1H-benzo[d][1,2,3]triazole-6-carboxylate hydrochloride Cl.NC\C=C(\CN1N=NC2=C1C=C(C=C2C2=CC(=CC=C2)S(=O)(=O)N2CC(CC2)(F)F)C(=O)OC)/F